6-((1H-indazol-4-yl)methyl)-2-((5-chloro-1H-pyrazol-3-yl)methyl)-4-methyl-4H-thiazolo[5',4':4,5]pyrrolo[2,3-d]pyridazin-5(6H)-one N1N=CC2=C(C=CC=C12)CN1N=CC2=C(C1=O)N(C1=C2SC(=N1)CC1=NNC(=C1)Cl)C